5-tert-butyl-2-(6-quinolinyl)pyrazol-3-amine C(C)(C)(C)C=1C=C(N(N1)C=1C=C2C=CC=NC2=CC1)N